N,N'-diphenyl-imidazole bromide [Br-].C1(=CC=CC=C1)N1CN(C=C1)C1=CC=CC=C1